4-Chloro-7-[(3S*)-3-{5-[4-({4-[4-(2,4-dioxo-1,3-diazinan-1-yl)-1H-indol-1-yl]piperidin-1-yl}methyl)piperidin-1-yl]pyridin-2-yl}piperidin-1-yl]-1H-indole-3-carbonitrile ClC1=C2C(=CNC2=C(C=C1)N1C[C@H](CCC1)C1=NC=C(C=C1)N1CCC(CC1)CN1CCC(CC1)N1C=CC2=C(C=CC=C12)N1C(NC(CC1)=O)=O)C#N |o1:12|